N-{(3S,4S)-3-methyl-1-[(1s,4R)-4-cyanocyclohexyl]-4-piperidyl}-6-[3-(4-mesyl-2-anisidino)-1-propynyl]-1-(2,2,2-trifluoroethyl)-1H-1,3-benzimidazole-4-carboxamide C[C@H]1CN(CC[C@@H]1NC(=O)C1=CC(=CC=2N(C=NC21)CC(F)(F)F)C#CCNC=2C(OC)=CC=C(C2)S(=O)(=O)C)C2CCC(CC2)C#N